2-methoxy-5-[[2-[(2S,5R)-5-methyl-2-(7-oxo-6,8-dihydro-5H-1,8-naphthyridin-3-yl)-1-piperidyl]-2-oxo-acetyl]amino]pyridine-3-carboxamide COC1=NC=C(C=C1C(=O)N)NC(C(=O)N1[C@@H](CC[C@H](C1)C)C=1C=NC=2NC(CCC2C1)=O)=O